6-chloro-7-fluoro-8-((triisopropylsilyl)ethynyl)naphthalene-1,3-diol ClC=1C=C2C=C(C=C(C2=C(C1F)C#C[Si](C(C)C)(C(C)C)C(C)C)O)O